1-(6-fluoropyridin-3-yl)dihydropyrimidine-2,4(1H,3H)-dione FC1=CC=C(C=N1)N1C(NC(CC1)=O)=O